CC=1C=C(C=CC1C(F)(F)F)NC(=O)N1[C@H](CCC1)C(=O)NC1=NC=2CCC(CC2C=C1)C(=O)OCCCC butyl 2-[(1-{[3-methyl-4-(trifluoromethyl)phenyl]carbamoyl}-D-prolyl)amino]-5,6,7,8-tetrahydroquinoline-6-carboxylate